((((Tert-butoxycarbonyl)-L-phenylalanyl)oxy)methyl)-5-(4-(hexyloxy)-1,2,5-thiadiazol-3-yl)-1-methyl-1,2,3,6-tetrahydropyridin-1-ium iodide [I-].C(C)(C)(C)OC(=O)N[C@@H](CC1=CC=CC=C1)C(=O)OC[N+]1(CCC=C(C1)C1=NSN=C1OCCCCCC)C